3-dibutylamino-N,N-dibutylpropionic acid amide C(CCC)N(CCC(=O)N(CCCC)CCCC)CCCC